C(C)(C)(C)OC(=O)N(C1=C(C(=NN1[C@H]1C[C@H](N(C1)C(=O)OC(C)(C)C)C)C#C)C#N)C tert-butyl (2R,4S)-4-{5-[(tert-butoxycarbonyl)(methyl)amino]-4-cyano-3-ethynylpyrazol-1-yl}-2-methylpyrrolidine-1-carboxylate